5-(1-Ethyl-1H-1,2,3-triazol-4-yl)-3-(3-(((R)-2-ethyl-2,3-dihydropyrido[2,3-f][1,4]oxazepin-4(5H)-yl)methyl)-4-methylphenyl)-2,2-dimethylpentanoic acid C(C)N1N=NC(=C1)CCC(C(C(=O)O)(C)C)C1=CC(=C(C=C1)C)CN1C[C@H](OC2=C(C1)N=CC=C2)CC